tert-butyl 6-((cyclopropylmethyl)amino)-2-azaspiro[3.3]heptane-2-carboxylate C1(CC1)CNC1CC2(CN(C2)C(=O)OC(C)(C)C)C1